S1C(=NC2=C1C=CC=C2)C(=O)N2CCC(CC2)C(=O)N2N=CCC2C2=CC=CC=C2 benzo[d]thiazol-2-yl(4-(5-phenyl-4,5-dihydro-1H-pyrazole-1-carbonyl)piperidin-1-yl)methanone